4-(thiazol-5-yl)piperidine-1-carboxylic acid benzyl ester C(C1=CC=CC=C1)OC(=O)N1CCC(CC1)C1=CN=CS1